FC1(C(N=CC2=CC=CC=C12)(C)C)F 4,4-difluoro-3,3-dimethyl-3,4-dihydro-isoquinoline